ClC=1C=C(C=CC1F)C(C=1NC(=C(N1)S(=O)(=O)C)C)OC1CC(CCC1)C(F)(F)F 2-[(3-chloro-4-fluorophenyl)-[3-(trifluoromethyl)cyclohexyl]oxymethyl]-5-methyl-4-methyl-sulfonyl-1H-imidazole